COC1(CCN(CC1)C(=O)OC)C=1OC(=NN1)C=1C(=CC2=C(N(C([C@H](CS2(=O)=O)N)=O)CC2=CC=C(C=C2)Cl)C1)F methyl 4-methoxy-4-[5-[(3R)-3-amino-5-[(4-chlorophenyl)methyl]-8-fluoro-1,1,4-trioxo-2,3-dihydro-1λ6,5-benzothiazepin-7-yl]-1,3,4-oxadiazol-2-yl]-piperidine-1-carboxylate